BrC1=CC=C(C=C1)C(=O)C1=C(C=CC=C1)N (4-bromophenyl)(2-aminophenyl)methanone